CC(C)[C@@H](C)C=C[C@@H](C)[C@H]1CC[C@H]2C3=CC=C4CC(CC[C@]4(C)C3=CC[C@]12C)O ergosta-5,7,9(11),22-tetraen-3-ol